(2R,4R)-4-((4-acetyl-3,5-dimethyl-6-((5-methyl-1H-pyrazol-3-yl)-amino)pyridin-2-yl)methyl)-1-(3-chloro-2-fluorobenzyl)-2-methyl-piperidine-4-carboxylic acid C(C)(=O)C1=C(C(=NC(=C1C)NC1=NNC(=C1)C)C[C@@]1(C[C@H](N(CC1)CC1=C(C(=CC=C1)Cl)F)C)C(=O)O)C